Cl[Si](C)(C)C=1C(C2=CC=CC=C2C1C)C Chloro(1,3-dimethylinden-2-yl)dimethylsilane